BrC1=CC(=C(C=C1)S(=O)(=O)N1CCN(C2=CC=CC(=C12)C)C(=O)OC(C)(C)C)C tert-butyl 4-((4-bromo-2-methylphenyl)sulfonyl)-5-methyl-3,4-dihydroquinoxaline-1(2H)-carboxylate